N-(5-chloro-6-methoxypyridin-3-yl)-N'-(2-chloro-8-(propan-2-yl)imidazo[1,2-b]pyridazin-7-yl)urea ClC=1C=C(C=NC1OC)NC(=O)NC1=C(C=2N(N=C1)C=C(N2)Cl)C(C)C